cyclopentyl-cyclohexane formate C(=O)O.C1(CCCC1)C1CCCCC1